N1=CC=CC=2CCN(CC12)C(=O)C=1N=NC(=C(C1)C)N1CC=2C=C(C=NC2CC1)C(F)(F)F (5,8-dihydro-1,7-naphthyridin-7(6H)-yl)(5-methyl-6-(3-(trifluoromethyl)-7,8-dihydro-1,6-naphthyridin-6(5H)-yl)pyridazin-3-yl)methanone